Ethyl 3-[4-(5-{5-[3-fluoro-5-(trifluoromethyl)phenyl]-7-[{[1-(methoxymethyl)cyclobutyl]methyl}(methyl)amino]-1H-imidazo[4,5-b]pyridin-2-yl}pyrazin-2-yl)piperazin-1-yl]propanoate FC=1C=C(C=C(C1)C(F)(F)F)C1=CC(=C2C(=N1)N=C(N2)C=2N=CC(=NC2)N2CCN(CC2)CCC(=O)OCC)N(C)CC2(CCC2)COC